ClC1=C(C(=CC=C1)Cl)[Al](C1=C(C=CC=C1Cl)Cl)Cl bis(2,6-dichlorophenyl)aluminum chloride